N,N-bis-(stearoyl-2-hydroxypropyl)-N,N-dimethyl-ammonium chloride [Cl-].C(CCCCCCCCCCCCCCCCC)(=O)CC(C[N+](C)(C)CC(CC(CCCCCCCCCCCCCCCCC)=O)O)O